C(C)(C)(C)OC(=O)[C@@H]1N[C@H]([C@@]([C@H]1C1=CC(=CC=C1)Cl)(C1=C(C=C(C=C1)Cl)F)CN)CC1(CCCC1)C (2R,3R,4S,5S)-4-(aminomethyl)-4-(4-chloro-2-fluorophenyl)-3-(3-chlorophenyl)-5-((1-methylcyclopentyl)methyl)pyrrolidine-2-carboxylic acid tert-butyl ester